BrC=1C=C2C(NC=3N(C2=CC1)C=CN3)=O 7-bromo-4H-imidazo[1,2-a]quinazolin-5-one